(3S,4R)-3-((2-(cyclopropylamino)pyrimidin-4-yl)oxy)-4-fluoropyrrolidin C1(CC1)NC1=NC=CC(=N1)O[C@H]1CNC[C@H]1F